Racemic-tert-butyl (1S,2R,3R,5R)-2-fluoro-3-([5-[2-(methoxymethoxy)-4-(1-methyl-6-oxopyrimidin-4-yl)phenyl] pyrazin-2-yl](methyl)amino)-8-azabicyclo[3.2.1]octane-8-carboxylate F[C@H]1[C@@H]2CC[C@H](C[C@H]1N(C)C1=NC=C(N=C1)C1=C(C=C(C=C1)C=1N=CN(C(C1)=O)C)OCOC)N2C(=O)OC(C)(C)C |r|